C(#N)C1=CC(=C(C(=C1)C(NC)=O)NC(=O)C1=CC=NN1)C N-(4-cyano-2-methyl-6-(methylcarbamoyl)phenyl)-1H-pyrazole-5-carboxamide